2-[(4-{2-[(4-chloro-2-fluorobenzyl)oxy]pyrimidin-4-yl}piperidin-1-yl)methyl]-1-(1,3-oxazol-2-ylmethyl)-1H-benzimidazole-6-carboxylic acid, trifluoroacetate salt FC(C(=O)O)(F)F.ClC1=CC(=C(COC2=NC=CC(=N2)C2CCN(CC2)CC2=NC3=C(N2CC=2OC=CN2)C=C(C=C3)C(=O)O)C=C1)F